ClC1=NN(C(C2=CC(=C(C=C12)OC(C)C)OC)=O)C 4-chloro-6-isopropoxy-7-methoxy-2-methylphthalazin-1(2H)-one